(R or S)-1-(4-((R)-3-(5-amino-9-fluoro-8-methoxy-[1,2,4]triazolo[1,5-c]quinazolin-2-yl)piperidin-1-yl)-1H-pyrazol-1-yl)-2-methylbutan-2-ol NC1=NC=2C=C(C(=CC2C=2N1N=C(N2)[C@H]2CN(CCC2)C=2C=NN(C2)C[C@@](CC)(O)C)F)OC |o1:26|